2'-amino-2'-deoxyadenosine 5'-triphosphate P(O)(=O)(OP(=O)(O)OP(=O)(O)O)OC[C@@H]1[C@H]([C@H]([C@@H](O1)N1C=NC=2C(N)=NC=NC12)N)O